N,N-dimethyl-N-[2-(2-methyl-4-(1,1,3,3-tetramethylbutyl)-phenoxyl-ethoxy)ethyl]-benzenemethanaminium chloride [Cl-].C[N+](CC1=CC=CC=C1)(CCOCCOC1=C(C=C(C=C1)C(CC(C)(C)C)(C)C)C)C